3-Ethyl-1-oxo-1,5-dihydrobenzo[4,5]imidazo[1,2-a]pyridine-4-carbonitrile C(C)C=1C(=C2N(C(C1)=O)C1=C(N2)C=CC=C1)C#N